C(C)(C)(C)OC(=O)NC1(CCC(CC1)(F)F)C(=O)O 1-(tert-butoxycarbonylamino)-4,4-difluoro-cyclohexanecarboxylic acid